tricosyl-benzenesulfonic acid C(CCCCCCCCCCCCCCCCCCCCCC)C1=C(C=CC=C1)S(=O)(=O)O